C1(=CC(=CC(=C1)C1=NC2=C(N1C1=CC=CC=C1)C=CC=C2)C2=NC1=C(N2C2=CC=CC=C2)C=CC=C1)C1=NC2=C(N1C1=CC=CC=C1)C=CC=C2 (1,3,5-benzenetriyl)tris(1-phenyl-1H-benzimidazole)